2-butyloctyl-3-ethyl-12-hexyl-6-(2-hydroxyethyl)-10-oxo-9,11-dioxa-3,6-diaza-heneicosane-21-oic acid C(CCC)C(CCCN(CCN(CCOC(OC(CCCCCCCCC(=O)O)CCCCCC)=O)CCO)CC)CCCCCC